2,7-bis(trimethoxysilyl)octane tert-butyl-3-amino-3-(3-chloro-2-methylphenyl)azetidine-1-carboxylate C(C)(C)(C)OC(=O)N1CC(C1)(C1=C(C(=CC=C1)Cl)C)N.CO[Si](C(C)CCCCC(C)[Si](OC)(OC)OC)(OC)OC